C(C=C)(=O)OC1(CC)CO1 3-epoxybutyl acrylate